methyl (2E)-2-(hydroxyimino)-3-oxopentanoate O\N=C(\C(=O)OC)/C(CC)=O